C[C@@]1(CNCCC1)OC1OCCCC1 (3R)-3-methyl-3-((tetrahydro-2H-pyran-2-yl)oxy)piperidin